(S)-1-benzyl-N-(1-(3-(2-methylpyridin-4-yl)-1,2,4-oxadiazol-5-yl)propyl)-1H-pyrazole-5-carboxamide C(C1=CC=CC=C1)N1N=CC=C1C(=O)N[C@@H](CC)C1=NC(=NO1)C1=CC(=NC=C1)C